(S)-2-(2,6-dichlorobenzamido)-3-(2-(3-(5,6,7,8-tetrahydro-1,8-naphthyridin-2-yl)propionamido)acetamido)propanoic acid ClC1=C(C(=O)N[C@H](C(=O)O)CNC(CNC(CCC2=NC=3NCCCC3C=C2)=O)=O)C(=CC=C1)Cl